7-bromo-4-(4-nitrophenoxy)quinoline BrC1=CC=C2C(=CC=NC2=C1)OC1=CC=C(C=C1)[N+](=O)[O-]